OCCOCCOCC(CCC)=O 2-(2-hydroxyethoxy)ethoxy-pentanone